(2-chloro-4-fluorophenyl)(methyl)(((6-(5-(trifluoromethyl)-1,2,4-oxadiazol-3-yl)imidazo[1,2-a]pyridin-2-yl)methyl)imino)-λ6-sulfanone ClC1=C(C=CC(=C1)F)S(=O)(=NCC=1N=C2N(C=C(C=C2)C2=NOC(=N2)C(F)(F)F)C1)C